COC1=C(C=CC=C1)S(=O)(=O)N 2-methoxybenzenesulphonamide